(R)-4-(4-(3,5-dimethylisoxazol-4-yl)phenyl)oxazolidin-2-one CC1=NOC(=C1C1=CC=C(C=C1)[C@H]1NC(OC1)=O)C